NC1=CC=C(C=N1)[C@@H]1OC[C@@H](N(C1)CC1C(C1)CNC(=O)C=1NC2=CC=CC=C2C1)C N-((2-(((2S,5S)-2-(6-aminopyridin-3-yl)-5-methylmorpholino)methyl)cyclopropyl)methyl)-1H-indole-2-carboxamide